FC=1C=C(C=NC1)[C@H]1[C@@](C1)(C(=O)NS(=O)(=O)C=1C=2C=CC(=NC2C=CC1)C)C1=C(C=CC(=C1)C)OC (1R,2S)-2-(5-fluoropyridin-3-yl)-1-(2-methoxy-5-methylphenyl)-N-(2-methylquinoline-5-sulfonyl)cyclopropane-1-carboxamide